ClC=1C=C(C2=C(N=C(O2)N2CC3COCC(C2)N3)C1OC(F)(F)F)C=1SC=CN1 7-(5-chloro-7-(thiazol-2-yl)-4-(trifluoromethoxy)benzo[d]oxazol-2-yl)-3-oxa-7,9-diazabicyclo[3.3.1]nonane